FC1(CCC(CC1)N1CCN(CC1)C=1C=NC2=CC=C(C=C2C1)C1=C(N=CN1C)C1=CC=C(C=C1)F)F 3-(4-(4,4-difluorocyclohexyl)piperazin-1-yl)-6-(4-(4-fluorophenyl)-1-methyl-1H-imidazol-5-yl)quinoline